BrC1=C(C(=O)OC)C(=CC(=C1)NC1=NN(C=C1C(N)=O)[C@@H]1COCC[C@H]1C#N)F methyl 2-bromo-4-[[4-carbamoyl-1-[trans-4-cyanotetrahydropyran-3-yl]pyrazol-3-yl]amino]-6-fluoro-benzoate